O1C(COCC1)C1=NC=2C(=NC=CC2C2CCN(CC2)C(=O)C2=CC=C(C=C2)OC(F)(F)F)N1 [4-[2-(1,4-dioxan-2-yl)-3H-imidazo[4,5-b]pyridin-7-yl]-1-piperidyl]-[4-(trifluoromethoxy)phenyl]methanone